CC1=C(C=C(C=C1)NC(=O)C1=NC=CC(=C1)C(F)(F)F)C1=CC2=C(N=C(N=C2)NC2=NN(C=C2)C)N2C1=NCC2 N-(4-methyl-3-(2-((1-methyl-1H-pyrazol-3-yl)amino)-8,9-dihydroimidazo[1',2':1,6]pyrido[2,3-d]pyrimidin-6-yl)phenyl)-4-(trifluoromethyl)pyridineamide